ethanesulfonic acid anion C(C)S(=O)(=O)[O-]